C(C1=CC=CC=C1)NC1=NC(=NN2C1=CC=C2)N2C(=CC=1C(=CC=CC21)C(=O)N)C 1-[4-(benzylamino)pyrrolo[2,1-f][1,2,4]triazin-2-yl]-2-methyl-1H-indole-4-carboxamide